O=C(/C(=C(/C(=C(/[O-])\[2H])/[2H])\[2H])/[2H])[2H].[Na+] Sodium (1E,3E)-5-oxopenta-1,3-dien-1-olate-1,2,3,4,5-d5